Racemic-1-(1-(7,8-difluoro-1-oxo-1,2-dihydroisoquinolin-4-yl)ethyl)-3-(4-fluorophenyl)-1-methylurea FC1=CC=C2C(=CNC(C2=C1F)=O)[C@@H](C)N(C(=O)NC1=CC=C(C=C1)F)C |r|